C(C)(C)(C)OC(=O)NC1=CC(=C(C(=N1)Cl)Cl)[S-].[Na+] sodium 6-((tert-butoxycarbonyl)amino)-2,3-dichloropyridine-4-thiolate